((R)-1-((2R)-pyrrolidin-2-yl)ethyl)pyrimidin-2-amine N1[C@H](CCC1)[C@@H](C)C1=NC(=NC=C1)N